C(C1=CC=CC=C1)OC1=CC=C2C(=CC=NC2=C1)O 7-Benzyloxy-4-hydroxyquinoline